[Cu].[Tl] thallium copper